CC(C(=O)N1C[C@H](N(CC1)C(NC1=NC(N(C=C1)C1=CC=C(C=C1)CC(C)=O)=O)=O)C)(C)NC(OC(C)(C)C)=O tert-butyl (R)-(2-methyl-1-(3-methyl-4-((2-oxo-1-(4-(2-oxopropyl)phenyl)-1,2-dihydropyrimidin-4-yl)carbamoyl)piperazin-1-yl)-1-oxopropan-2-yl)carbamate